2-Bromobenzo[d]thiazole-5-carbaldehyde BrC=1SC2=C(N1)C=C(C=C2)C=O